monoglyceryl sulfate S(=O)(=O)(OCC(O)CO)[O-]